Methyl 2-((1-(3-((tert-butoxycarbonyl)amino)propyl)-6-((3,6-dichloro-5-cyanopyridin-2-yl)amino)-2-oxo-1,2-dihydroquinolin-3-yl)oxy)acetate C(C)(C)(C)OC(=O)NCCCN1C(C(=CC2=CC(=CC=C12)NC1=NC(=C(C=C1Cl)C#N)Cl)OCC(=O)OC)=O